Cl.FC1=C(OCC2=C(C=CC=C2)C2CCNCC2)C(=CC(=C1)F)F 4-[2-(2,4,6-trifluorophenoxymethyl)phenyl]piperidine hydrochloride salt